2-(2-(ethylsulfonyl)-4-(trifluoromethyl)phenyl)-1-methyl-1H-imidazole-5-carbaldehyde C(C)S(=O)(=O)C1=C(C=CC(=C1)C(F)(F)F)C=1N(C(=CN1)C=O)C